2-(3,5-Dichloro-4-((1-oxo-2-(4-(trifluoromethoxy)benzyl)-1,2,3,4-tetrahydroisoquinolin-6-yl)oxy)phenyl)-3,5-dioxo-2,3,4,5-tetrahydro-1,2,4-triazine-6-carboxylic acid ClC=1C=C(C=C(C1OC=1C=C2CCN(C(C2=CC1)=O)CC1=CC=C(C=C1)OC(F)(F)F)Cl)N1N=C(C(NC1=O)=O)C(=O)O